F[C@@H]1CNCC[C@@H]1N cis-3-fluoropiperidin-4-amine